N1C=CC2=NC=C(C=C21)B(O)O 1H-PYRROLO[3,2-B]PYRIDIN-6-YLBORONIC ACID